C(C)C1=C(C(=CC=C1)CC)N=C=N dl-2,6-Diethylphenylcarbodiimide